F[C@@H]1[C@@]2(C[C@H]([C@](C[C@H]1N(C1=CN=C(N=N1)C1=C(C=C(C=C1)N1C=NC=C1)O)C)(N2)[2H])F)[2H] 2-(6-(((1S,2R,3R,5S,6R)-2,6-difluoro-8-azabicyclo[3.2.1]octan-3-yl-1,5-d2)(methyl)amino)-1,2,4-triazin-3-yl)-5-(1H-imidazol-1-yl)phenol